[Cl-].[Cl-].[Cl-].C[Si](C)(C)[Zr+3]C1C=CC2=CC=CC=C12 trimethylsilyl-indenyl-zirconium trichloride